FC=1C=C(C=CC1)CCC#N 3-(3-fluorophenyl)propionitril